C(#N)C1=CC=C(C(=N1)F)OC1CC(C1)NC(OC(C)(C)C)=O tert-butyl ((1r,3r)-3-((6-cyano-2-fluoropyridin-3-yl)oxy)cyclobutyl)carbamate